Cl.FC(C=1C=C(C(=O)N)C=CC1)(F)F 3-(trifluoromethyl)benzamide hydrochloride